C(C)(C)[Al](C(C)C)C(C)C tri(isopropyl)aluminum